ClC1=C(C(=O)N2COC3=C(C2)C=CC=C3C3=CC(=C(C(=O)O)C=C3F)N3C2COCC3CC2)C(=CC(=C1)N1C[C@@H](NCC1)C)Cl 4-[3-[2,6-dichloro-4-[(3S)-3-methylpiperazin-1-yl]benzoyl]-2,4-dihydro-1,3-benzoxazin-8-yl]-5-Fluoro-2-(3-oxa-8-azabicyclo[3.2.1]octan-8-yl)benzoic acid